(1R,2R,3aS,10aR)-1-{(1E,3ξ)-3-[1-(3-chlorophenyl)cyclopropyl]-3-hydroxy-1-propen-1-yl}-2-hydroxy-2,3,3a,9,10,10a-hexahydro-1H-benzo[b]cyclopenta[f]oxepin-6-carboxylic acid ClC=1C=C(C=CC1)C1(CC1)C(/C=C/[C@H]1[C@@H](C[C@H]2[C@@H]1CCC1=C(O2)C=C(C=C1)C(=O)O)O)O